C(C)(C)(C)C=1C=C(C=CC1)C1=CC(=CC=C1F)C1=NN(C(=C1CC1=CC(=C(C=C1)S(N)(=O)=O)F)CC1CC1)C=1SC=C(N1)C(=O)O 2-(3-(3'-(tert-butyl)-6-fluoro-[1,1'-biphenyl]-3-yl)-5-(cyclopropylmethyl)-4-(3-fluoro-4-sulfamoylbenzyl)-1H-pyrazol-1-yl)thiazole-4-carboxylic acid